(R)-1-((4-hydroxy-1-(3-phenylbutyryl)piperidin-4-yl)methyl)-5-methyl-4-phenylpyridin-2(1H)-one OC1(CCN(CC1)C(C[C@@H](C)C1=CC=CC=C1)=O)CN1C(C=C(C(=C1)C)C1=CC=CC=C1)=O